D(+)-Sorbose OCC(=O)[C@H](O)[C@@H](O)[C@H](O)CO